3-Fluoro-5-(1-phenyl-1H-pyrazol-4-yl)benzonitrile FC=1C=C(C#N)C=C(C1)C=1C=NN(C1)C1=CC=CC=C1